FC1=C(C=CC(=C1)C(C(=O)OCN1C=CC2=C1N=CN=C2N(C)[C@H]2CN(CC[C@H]2C)C(CC#N)=O)C)C2=CC=CC=C2 (4-(((3R,4R)-1-(2-cyanoacetyl)-4-methylpiperidin-3-yl)(methyl)amino)-7H-pyrrolo[2,3-d]pyrimidin-7-yl)methyl 2-(2-fluoro-[1,1'-biphenyl]-4-yl)propionate